tri(phenyl)boron C1(=CC=CC=C1)B(C1=CC=CC=C1)C1=CC=CC=C1